diyttrium monosilicate [Si]([O-])([O-])([O-])[O-].[Y+3].[Y+3]